O1CCCC=C1B1OC(C(O1)(C)C)(C)C 2-(3,4-dihydro-2H-pyran-6-yl)-4,4,5,5-tetramethyl-1,3,2-dioxaborolane